OCCC=1SC(=CC1)C1=CC=C(C=C1)OC 2-(2-Hydroxyethyl)-5-(4-methoxyphenyl)thiophene